FC=1C=C2C(=NNC2=CC1OCCOC)C1=CC(=NO1)C1=CC=C(C=C1)C(=O)N1CC(C1)N1CCN(CC1)C 5-Fluoro-6-(2-methoxyethoxy)-3-(3-{4-[3-(4-methylpiperazin-1-yl)azetidin-1-carbonyl]phenyl}-1,2-oxazol-5-yl)-1H-indazol